O1C(CCCC1)N1N=CC(=C1)C1=CN=C2N1C=CC(=N2)C(=O)OC methyl 3-(1-(tetrahydro-2H-pyran-2-yl)-1H-pyrazol-4-yl)imidazo[1,2-a]pyrimidine-7-carboxylate